C(CCCCCCCCCCC#CC)NCC(=O)OCCCC butyl tetradec-12-yn-1-ylglycinate